({[(2,2-dimethylpropoxy)carbonyl]oxy}methoxy)phosphonic acid CC(COC(=O)OCOP(O)(O)=O)(C)C